[Zr+4].C(C(=O)[O-])(=O)[O-].C(C(=O)[O-])(=O)[O-] oxalic acid zirconium salt